N-[3-chloro-4-[4-[(3S,4R)-3-hydroxypiperidine-4-carbonyl]piperazine-1-carbonyl]phenyl]-5-(2,3-difluoro-4-methoxy-phenyl)-1-methyl-imidazole-2-carboxamide ClC=1C=C(C=CC1C(=O)N1CCN(CC1)C(=O)[C@H]1[C@@H](CNCC1)O)NC(=O)C=1N(C(=CN1)C1=C(C(=C(C=C1)OC)F)F)C